tert-butyl-((5-(methoxymethylene)tetrahydro-2H-pyran-2-yl)methoxy)diphenylsilane C(C)(C)(C)[Si](C1=CC=CC=C1)(C1=CC=CC=C1)OCC1OCC(CC1)=COC